O1N=C(N=C1)C=1C=C(C(=O)NC2CC(C2)C(=O)NC=2SC(=C(N2)C)C(=O)OC(C)(C)C)C=CC1 tert-butyl 2-((1s,3s)-3-(3-(1,2,4-oxadiazol-3-yl) benzoylamino) cyclobutane-1-carboxamido)-4-methylthiazole-5-carboxylate